fluorobromine FBr